COC1=C(C=CC=2C=3N(C(=NC12)C=C(C=1C=NC=CC1)O)CCN3)OC 2-(7,8-dimethoxy-2,3-dihydroimidazo[1,2-c]quinazolin-5-yl)-1-pyridin-3-yl-vinyl alcohol